ClC1=C2C(N(C(NC2=C(C=C1)S(=O)(=O)C1=CC=C2C=CN(C2=C1)CCC)=O)O)=O 5-chloro-3-hydroxy-8-((1-propyl-1H-indol-6-yl)sulfonyl)quinazoline-2,4(1H,3H)-dione